4-(4-cyano-3-(isoquinolin-4-yl)-2-oxoimidazolidin-1-yl)-6-(trifluoromethyl)nicotinonitrile C(#N)C1N(C(N(C1)C1=CC(=NC=C1C#N)C(F)(F)F)=O)C1=CN=CC2=CC=CC=C12